1-(Imidazo[1,2-a]pyridin-8-yl)ethan-1-one N=1C=CN2C1C(=CC=C2)C(C)=O